C(C1=CC=CC=C1)OCCCC(=O)OC([C@@H](N)CC1=C(C=CC=C1)OC)=O [4-(benzyloxy)butanoyl]-2-methoxyphenylalaninate